5-Carboxy-N4-(3-[N-(1,1-dimethylethyl)sulfamoyl]phenyl)-N2-[4-(4-methylpiperazin-1-yl)phenyl]pyrimidine-2,4-diamine C(=O)(O)C=1C(=NC(=NC1)NC1=CC=C(C=C1)N1CCN(CC1)C)NC1=CC(=CC=C1)S(NC(C)(C)C)(=O)=O